di-tert-butyl azobisformate N(=NC(=O)OC(C)(C)C)C(=O)OC(C)(C)C